ClC=1C=C(C=CC1C=1SC=C(C1)C1=CC(=NC=C1)C1(CCC1)CO)C(=O)N1CCC(CC1)O (3-chloro-4-(4-(2-(1-(hydroxymethyl)cyclobutyl)pyridin-4-yl)thiophen-2-yl)phenyl)(4-hydroxypiperidin-1-yl)methanone